O1[C@@H](COCC1)CCOC=1C=NC=CC1C1=C(C=2C(NCCC2N1)=O)NC1=C(C(=CC=C1)F)OC 2-(3-{2-[(2R)-1,4-dioxan-2-yl]ethoxy}pyridin-4-yl)-3-(3-fluoro-2-methoxyanilino)-1,5,6,7-tetrahydro-4H-pyrrolo[3,2-c]pyridin-4-one